Cl.Cl.ClC=1C=C(C(=C(C1)C1=NC=NN2C1=CC(=C2)CN2C(N(C=CC2=O)C)=O)CC2CNC[C@@H](O2)C)C 3-((4-(5-chloro-3-methyl-2-(((6S)-6-methylmorpholin-2-yl)methyl)phenyl)pyrrolo[2,1-f][1,2,4]triazin-6-yl)methyl)-1-methylpyrimidine-2,4(1H,3H)-dione dihydrochloride